CCCC1=NC2=C(N1)C=C(C=C2C)C3=NC4=CC=CC=C4N3C 2-n-propyl-4-methyl-6-(1'-methylbenzimidazole-2-yl)benzimidazole